ClC=1C=C(C=CC1C(F)(F)F)B(O)O (3-chloro-4-(trifluoromethyl)phenyl)boronic acid